CC1OCOC(C1C)C 4,5,6-trimethyl-1,3-dioxane